p-tert-butyl-hydroxystyrene C(C)(C)(C)C1=CC=C(C=CO)C=C1